[N+](=O)([O-])OCCCCCCCCCCC(=O)O 11-nitrooxyundecanoic acid